5-bromo-3-[(1S)-1-(pyridin-2-yl)ethoxy]pyridin-2-amine BrC=1C=C(C(=NC1)N)O[C@@H](C)C1=NC=CC=C1